P(OCCCCC)(F)F phosphorodifluoridous acid, pentyl ester